C(C)(C)(C)OC(=O)N1C[C@H](NCC1)COC1=C2C(=NC(=NC2=C(C(=C1Cl)Br)F)Cl)O (S)-3-(((7-bromo-2,6-dichloro-8-fluoro-4-hydroxyquinazolin-5-yl)oxy)methyl)piperazine-1-carboxylic acid tert-butyl ester